CS(=O)(=O)O.N1CCNCC1 piperazine monomethanesulfonate